C(C)N(C(=O)[S@](=O)C)CC (R)-N,N-diethyl-1-(methylsulfinyl)methanamide